C(C)(=O)OCCCCOCCC 4-propoxybutyl acetate